(1r,3r)-3-methoxycyclobutan-1-amine hydrochloric acid salt Cl.COC1CC(C1)N